C1(=CC=CC=C1)S(=O)(=O)NC(CN(C(=N)N)C)=O N-(benzenesulfonyl)-2-(1-methylguanidino)-acetamide